(S)-5-((4-((2-hydroxy-1-phenylethyl)amino)-5-(5-((4-ethylpiperazin-1-yl)-methyl)-1,3,4-oxadiazol-2-yl)pyrimidin-2-yl)amino)-3,3-dimethylisoindol-1-one OC[C@H](C1=CC=CC=C1)NC1=NC(=NC=C1C=1OC(=NN1)CN1CCN(CC1)CC)NC=1C=C2C(NC(C2=CC1)=O)(C)C